O=C1NC(=CC(=N1)C1=CC=CC=C1)C1=CC=C(C=C1)Cl 2-oxo-4-phenyl-6-(4-chlorophenyl)-1,2-dihydropyrimidine